CC=1C=C(C=C)C=C(C1)C 3,5-dimethyl-styrene